Cobalt bis(sulfamate) S(N)([O-])(=O)=O.S(N)([O-])(=O)=O.[Co+2]